C(CCCCCCCCCCCCCCC)(=O)OCC(C)=O isopropoyl palmitate